(2-(1-methoxyethyl)phenyl)hydrazine COC(C)C1=C(C=CC=C1)NN